2-[4-(1,3-benzoxazol-2-yl)-5-hydroxy-1-methyl-6-oxopyrimidin-2-yl]-1-phenyl-3,4-dihydro-1H-isoquinolin-7-ylurea O1C(=NC2=C1C=CC=C2)C=2N=C(N(C(C2O)=O)C)N2C(C1=CC(=CC=C1CC2)NC(=O)N)C2=CC=CC=C2